2-(4-(trifluoromethyl)phenyl)Azole-4-carboxylic acid ethyl ester C(C)OC(=O)C=1C=C(NC1)C1=CC=C(C=C1)C(F)(F)F